ClC=1C(=C(C(=CC1)C)O)\C=C\C C3-chloro-6-methyl-2-[(1E)-prop-1-en-1-yl]phenol